C1(CC1)C1COCOC1 5-cyclopropyl-1,3-dioxane